[7-(3,6-dihydro-2H-pyran-4-yl)-3-[1-(oxan-2-yl)-1H-pyrazol-5-yl]-[1,2]thiazolo[4,5-b]pyridin-5-yl]-3-methylmorpholine O1CCC(=CC1)C1=C2C(=NC(=C1)N1C(COCC1)C)C(=NS2)C2=CC=NN2C2OCCCC2